glycerol palmitate (glyceryl-palmitate) C(C(O)CO)C(C(=O)OC(COC(CCCCCCCCCCCCCCC)=O)CO)CCCCCCCCCCCCCC